spiro[2H-benzofuran-3,1'-cyclopropane]-4-ol C12(CC1)COC=1C2=C(C=CC1)O